4-(4,4,5,5-tetramethyl-1,3,2-dioxaborolan-2-yl)-5,6-dihydropyridine-1(2H)-carboxylic acid tert-butyl ester C(C)(C)(C)OC(=O)N1CC=C(CC1)B1OC(C(O1)(C)C)(C)C